((1H-imidazol-5-yl)methyl)-1-(1H-indol-6-yl)methylamine N1C=NC=C1CNCC1=CC=C2C=CNC2=C1